CN1CC(=CCC1)C(=O)O 1-methyl-1,2,5,6-tetrahydro-3-picolinic acid